ethyl-6-methyl-7-oxo-6,7-dihydrothieno[2,3-c]pyridine-2-carboxamide C(C)C1=C(SC=2C(N(C=CC21)C)=O)C(=O)N